O=C1NC(CCC1N1C(C2=CC=C(C=C2C1=O)C=1CCN(CC1)C(=O)OC(C)(C)C)=O)=O tert-butyl 4-[2-(2,6-dioxo-3-piperidyl)-1,3-dioxo-isoindolin-5-yl]-3,6-dihydro-2H-pyridine-1-carboxylate